(4-amino-3-methyl-3H-pyrazolo[3,4-c]quinolin-8-yl)((3R,5S)-3-methyl-5-(5-(trifluoromethyl)-2-pyridinyl)-4-morpholinyl)methanone NC1=NC=2C=CC(=CC2C2=C1N(N=C2)C)C(=O)N2[C@@H](COC[C@@H]2C2=NC=C(C=C2)C(F)(F)F)C